6-(2-(1-Methyl-1H-indol-5-yl)cyclobutyl)quinoline CN1C=CC2=CC(=CC=C12)C1C(CC1)C=1C=C2C=CC=NC2=CC1